NC=1C2=C(N=CN1)N(C=C2I)[C@H]2[C@H](C[C@@H](O2)CO)F (2R,3R,4S,5R)-5-(4-amino-5-iodo-7H-pyrrolo[2,3-d]pyrimidin-7-yl)-4-fluoro-2-(hydroxymethyl)tetrahydrofuran